N1(CCNCC1)C=1SC2=C(N1)CCCC2=O 2-piperazin-1-yl-5,6-dihydro-4H-benzothiazol-7-one